COC=1C=C(C=CC1OC)C=1C=CC=2N(N1)C(=CN2)C2=CC(=C(C=C2)O)OC 4-[6-(3,4-dimethoxy-phenyl)imidazo[1,2-b]pyridazin-3-yl]-2-methoxy-phenol